tert-butyl (S)-4-(7-bromo-6-chloro-8-cyclopropoxy-2-(((S)-1-methylpyrrolidin-2-yl) methoxy) quinazolin-4-yl)-3-methylpiperazine-1-carboxylate BrC1=C(C=C2C(=NC(=NC2=C1OC1CC1)OC[C@H]1N(CCC1)C)N1[C@H](CN(CC1)C(=O)OC(C)(C)C)C)Cl